OC1=C(C=CC(=C1)OCCCCCCCC)C1=NC(=NC(=N1)C1=C(C=C(C=C1)C)C)C1=C(C=C(C=C1)C)C 2-(2-hydroxy-4-octoxyphenyl)-4,6-bis(2,4-dimethylphenyl)-1,3,5-triazine